C(C)(C)(C)OC(=O)N1C[C@@H](OCC1)C#C (S)-2-ethynylmorpholine-4-carboxylic acid tert-butyl ester